FC1(CC2CN(C1C2)C2=NC(=CC=C2C(C)O)N2C=NC1=C2C=CC(=C1)NC=1N=NC(=CC1)C)F 1-[2-(6,6-difluoro-2-azabicyclo[2.2.1]heptan-2-yl)-6-[5-[(6-methylpyridazin-3-yl)amino]benzimidazol-1-yl]-3-pyridinyl]ethanol